(E)-4-[2-[[[(3S)-1-[(2s)-2-[[(2s)-2-hydroxy-3-methyl-butanoyl]amino]propanoyl]hexahydropyridazine-3-carbonyl]amino]-methyl-amino]-7-quinolyl]-2,2-dimethyl-but-3-enoic acid O[C@H](C(=O)N[C@H](C(=O)N1N[C@@H](CCC1)C(=O)NN(C1=NC2=CC(=CC=C2C=C1)/C=C/C(C(=O)O)(C)C)C)C)C(C)C